(S)-N-(2-amino-1-(3-chloro-5-fluorophenyl)ethyl)-1-(5-methyl-2-((tetrahydro-2H-pyran-4-yl)amino)pyrimidin-4-yl)-1H-imidazole-4-carboxamide mandelic acid salt C(C(O)C1=CC=CC=C1)(=O)O.NC[C@H](C1=CC(=CC(=C1)F)Cl)NC(=O)C=1N=CN(C1)C1=NC(=NC=C1C)NC1CCOCC1